3,3-DIMETHOXYPROPANOIC ACID COC(CC(=O)O)OC